3-acetyl-4-benzyl-6-chloro-1H-quinolin-2-one C(C)(=O)C=1C(NC2=CC=C(C=C2C1CC1=CC=CC=C1)Cl)=O